ClC1=CC=C(C(=N1)C(=O)O)N[C@H](C)C1=CC(=CN2C1=NC(=C(C2=O)C)N2CCC(CC2)(C)C)C (R)-6-chloro-3-((1-(2-(4,4-dimethylpiperidin-1-yl)-3,7-dimethyl-4-oxo-4H-pyrido[1,2-a]pyrimidin-9-yl)ethyl)amino)picolinic acid